(1S,2R)-1-(2-chlorophenyl)-1-(3-fluoro-1-methyl-1H-pyrazol-4-yl)propan ClC1=C(C=CC=C1)[C@@H](CC)C=1C(=NN(C1)C)F